COC(=O)C=1N=C(NC1)C1=NC(=CC=C1)C 2-(6-methylpyridin-2-yl)-1H-imidazole-4-carboxylic acid methyl ester